C(C)(C)(C)OC(=O)N1[C@H](CN(CC1)C=1C=NC(=CC1OC)N1C(=CC=C1C)C)CO (R)-4-[6-(2,5-dimethyl-pyrrol-1-yl)-4-methoxy-pyridin-3-yl]-2-hydroxymethyl-piperazine-1-carboxylic acid tert-butyl ester